trimethoxycyclohexyl-silane CO[Si](C1CCCCC1)(OC)OC